3-[1-(o-tolyl)cyclopropyl]-1,2,4-oxadiazole C1(=C(C=CC=C1)C1(CC1)C1=NOC=N1)C